C[C@@H]1N(CCC1)C1=NC(=CC(=N1)N1C[C@H]2C([C@H]2C1)CSC=1SC2=C(N1)C=CC=C2)C(F)(F)F 2-((((1R,5S,6S)-3-(2-((S)-2-methylpyrrolidin-1-yl)-6-(trifluoromethyl)pyrimidin-4-yl)-3-azabicyclo[3.1.0]hexan-6-yl)methyl)thio)benzo[d]thiazole